7-Chloro-6-fluoro-1-(2-isopropyl-4-vinylpyridin-3-yl)pyrido[2,3-d]pyrimidine-2,4(1H,3H)-dione ClC=1C(=CC2=C(N(C(NC2=O)=O)C=2C(=NC=CC2C=C)C(C)C)N1)F